sodium malonate C(CC(=O)[O-])(=O)[O-].[Na+].[Na+]